N-(1'-(2-(1-(azetidin-3-yl)-1H-pyrazol-4-yl)-6-methylpyrimidin-4-yl)-1',2'-dihydrospiro[cyclopropane-1,3'-pyrrolo[3,2-c]pyridin]-6'-yl)acetamide N1CC(C1)N1N=CC(=C1)C1=NC(=CC(=N1)N1CC2(C=3C=NC(=CC31)NC(C)=O)CC2)C